isopropyl (2S)-2-[[(2,3,4,5,6-pentafluorophenoxy)-phenoxy-phosphoryl]amino]propanoate FC1=C(OP(=O)(OC2=CC=CC=C2)N[C@H](C(=O)OC(C)C)C)C(=C(C(=C1F)F)F)F